N[C@@H]1CCCC12CCN(CC2)C2=NC=C(C=1N2C=CN1)SC=1C(=C(C=CC1)NC(C=C)=O)Cl (R)-N-(3-((5-(1-amino-8-azaspiro[4.5]decan-8-yl)imidazo[1,2-c]pyrimidin-8-yl)thio)-2-chlorophenyl)acrylamide